1H-benzimidazole-3-formamide N1CN(C2=C1C=CC=C2)C(=O)N